(S)-2,2'-dihydroxy-[1,1'-binaphthyl]-3,3'-dialdehyde OC1=C(C2=CC=CC=C2C=C1C=O)C1=C(C(=CC2=CC=CC=C12)C=O)O